tert-butyl 3-(2-anilinopyridin-4-yl)-2-(4-fluorophenyl)-6,7-dihydropyrazolo[1,5-a]pyrazine-5(4H)-carboxylate N(C1=CC=CC=C1)C1=NC=CC(=C1)C=1C(=NN2C1CN(CC2)C(=O)OC(C)(C)C)C2=CC=C(C=C2)F